(3R,4S)-1-(4-((8-((2S,3R)-3-(((R)-ethylsulfinyl)methyl)-2-methylazetidin-1-yl)-5-isopropylisoquinolin-3-yl)amino)pyrimidine-2-yl)-3-fluoro-3-methylpiperidin-4-ol C(C)[S@@](=O)C[C@H]1[C@@H](N(C1)C=1C=CC(=C2C=C(N=CC12)NC1=NC(=NC=C1)N1C[C@@]([C@H](CC1)O)(C)F)C(C)C)C